2-(2-((2E)-4-(dimethylamino)-2-butenoyl)-2,6-diazaspiro[3.4]octan-6-yl)-8-fluoro-4-(5-methyl-1H-indazol-4-yl)-3-quinolinecarbonitrile CN(C/C=C/C(=O)N1CC2(C1)CN(CC2)C2=NC1=C(C=CC=C1C(=C2C#N)C2=C1C=NNC1=CC=C2C)F)C